BrC1=CC=C2C=3C=CC(=CC3C(C2=C1)(C)C)C=O 7-bromo-9,9-dimethylfluorene-2-carbaldehyde